N(=[N+]=[N-])CCOCCOCCOCCNC(=O)CC[C@@H](C(=O)O)NC(CCCCCCCCCCCS(=O)(=O)O)=O (2S)-4-[(2-{2-[2-(2-azidoethoxy)ethoxy]ethoxy}ethyl)carbamoyl]-2-(12-sulfododecanamido)butanoic acid